ethyl (±)-(4S)-5,5-dimethyl-2-(undecan-2-yl)thiazolidine-4-carboxylate CC1([C@@H](NC(S1)C(C)CCCCCCCCC)C(=O)OCC)C